FC=1C(=CC(=NC1)OC)N(C(=O)N1CC2(NC3=NC(=C(C=C3CC2)C2=NC=CC=N2)C)CC1)C N-(5-fluoro-2-methoxypyridin-4-yl)-N,7'-dimethyl-6'-(pyrimidin-2-yl)-3',4'-dihydro-1'H-spiro[pyrrolidine-3,2'-[1,8]naphthyridine]-1-carboxamide